C[C@H](CCC(=O)SCCNC(=O)CCNC(=O)[C@@H](C(C)(C)COP(=O)([O-])OP(=O)([O-])OC[C@@H]1[C@H]([C@H]([C@@H](O1)N2C=NC3=C(N=CN=C32)N)O)OP(=O)([O-])[O-])O)[C@H]4CC[C@@H]5[C@@]4(CC[C@H]6[C@H]5CC[C@H]7[C@@]6(CC[C@H](C7)O)C)C The molecule is an acyl-CoA(4-) that is the tetraanion of lithocholyl-CoA, arising from deprotonation of phosphate and diphosphate functions; major species at pH 7.3. It is an acyl-CoA(4-) and a 3alpha-hydroxy bile acid CoA thioester(4-). It is a conjugate base of a lithocholyl-CoA.